C(C)C1=NC=2CCCCC2C(N1CC1=NOC(=C1)C=1C=C(C#N)C=C(C1)OC)=O 3-(3-((2-ethyl-4-oxo-5,6,7,8-tetrahydroquinazolin-3(4H)-yl)methyl)isoxazol-5-yl)-5-methoxybenzonitrile